3-((2-((3-(4-butylbenzyl)-1,2,4-oxadiazol-5-yl)methyl)acryloyl)oxy)propanoic acid C(CCC)C1=CC=C(CC2=NOC(=N2)CC(C(=O)OCCC(=O)O)=C)C=C1